FC1=CC=C(C=C1)C(CCCN1CCC(CC1)N1C(N(C2=C1C=CC=C2)CCCCC2=CC=CC=C2)=O)C2=CC=C(C=C2)F 1-(1-(4,4-bis(4-fluorophenyl)butyl)piperidin-4-yl)-3-(4-phenylbutyl)-1H-benzo[d]imidazol-2(3H)-one